C1(=CC=C(C=C1)C1=C2C=C3C=CC=CC3=CC2=C(C2=CC3=CC=CC=C3C=C12)C1=CC=C(C=C1)C1=CC=CC=C1)C1=CC=CC=C1 6,13-di(biphenyl-4-yl)pentacene